NCC(CN1N=CN(C1=O)C1=NC=C(C=C1C)C#CC1=CC2=C(OCCN2)N=C1)=C(F)F 2-[2-(aminomethyl)-3,3-difluoro-allyl]-4-[5-[2-(2,3-dihydro-1H-pyrido[2,3-b][1,4]oxazin-7-yl)ethynyl]-3-methyl-2-pyridinyl]-1,2,4-triazol-3-one